CC1(CCN(CC1)CC(=O)NC(C)(C)C)CN 2-(4-(aminomethyl)-4-methylpiperidin-1-yl)-N-(tert-butyl)acetamide